CNS(=O)(=O)C1=CC=C(C=C1)S(=O)(=O)N N4-methylbenzene-1,4-disulfonamide